4-Ethoxy-N-[3-fluoro-4-({2-[5-(morpholinomethyl)pyridin-2-yl]thieno[3,2-b]pyridine-7-yl}oxy)phenyl]-1-(4-fluorophenyl)-2-oxo-1,2-dihydropyridine-3-carboxamide hydrochloride Cl.C(C)OC1=C(C(N(C=C1)C1=CC=C(C=C1)F)=O)C(=O)NC1=CC(=C(C=C1)OC1=C2C(=NC=C1)C=C(S2)C2=NC=C(C=C2)CN2CCOCC2)F